4,5-dihydro-1,2,4-oxadiazole O1N=CNC1